C(C)(C)C1CCN(CC1)C1=NC=C(C=N1)NC1CNCC1 2-(4-Isopropylpiperidin-1-yl)-N-(pyrrolidin-3-yl)pyrimidin-5-amine